C1(CC1)C=1C=CC=2N(C1C(O)C=1N=NN(C1)C1=CC=C(C=C1)C)C=NC2 (6-cyclopropyl-imidazo[1,5-a]pyridin-5-yl)-(1-p-tolyl-1H-[1,2,3]triazol-4-yl)-methanol